NC1=C(C2=C(S1)C(=CC=C2C=2C1=C(C=3C=NC(=NC3C2Cl)OC[C@@]23CCCN3CC(C2)=C(F)F)COC1)F)C#N 2-amino-4-(5-chloro-3-(((R)-2-(difluoromethylidene)tetrahydro-1H-pyrrolizin-7a(5H)-yl)methoxy)-7,9-dihydrofuro[3,4-f]quinazolin-6-yl)-7-fluorobenzo[b]thiophene-3-carbonitrile